C(C)(C)(C)OC(=O)N[C@H]1CCC2=C(C(=C(S2)NC(=O)C2CC23CC3)C(=O)OCC)C1 Ethyl (5S)-5-(tert-butoxycarbonylamino)-2-(spiro[2.2]pentane-2-carbonylamino)-4,5,6,7-tetrahydrobenzothiophene-3-carboxylate